NC1=C(C=CC=C1)[C@@H]1[C@H](OC(O1)(C)C)CO ((4R,5R)-5-(2-aminophenyl)-2,2-dimethyl-1,3-dioxolan-4-yl)methanol